(R)-3-(cyclopropenylmethyl)-N-hydroxy-4-oxo-4-((S)-6-picolinoyl-5-azaspiro[2.4]heptan-5-yl)butaneamide C1(=CC1)C[C@H](CC(=O)NO)C(N1CC2(C[C@@H]2C(C2=CC=CC=N2)=O)CC1)=O